CN(CC(CN(C=1C2=C(N=C(N1)C1=CC=NC=C1)C=NC=C2)C)(C)C)C N1,N1,N3,2,2-pentamethyl-N3-(2-(pyridin-4-yl)pyrido[3,4-d]pyrimidin-4-yl)propane-1,3-diamine